BrC=1C=C(C(=O)NC(C)C2=NC=CN=C2C2=NC=C(C=C2)C#N)C=C(C1)C(F)(F)F 3-bromo-N-[1-[3-(5-cyano-2-pyridyl)pyrazin-2-yl]ethyl]-5-(trifluoromethyl)benzamide